N1=CNC2=NC=CC(=C21)C=2C=NN(C2)C2=NC=CC=C2C(=O)NCC#N (4-(3H-imidazo[4,5-b]pyridin-7-yl)-1H-pyrazol-1-yl)-N-(cyanomethyl)pyridine-3-carboxamide